N-((4-acetamidophenyl)thiocarbamoyl)-4-tert-butylbenzamide C(C)(=O)NC1=CC=C(C=C1)NC(=S)NC(C1=CC=C(C=C1)C(C)(C)C)=O